NC[C@H](CO)NC(OC(C)(C)C)=O tert-butyl (R)-(1-amino-3-hydroxypropan-2-yl)carbamate